(S)-2-((S)-2-((S)-3-(4-Hydroxyphenyl)-2-((S)-pyrrolidine-2-carboxamido)propanamido)-3-(thiophen-3-yl)propanamido)-5,5-dimethylhexanoic acid OC1=CC=C(C=C1)C[C@@H](C(=O)N[C@H](C(=O)N[C@H](C(=O)O)CCC(C)(C)C)CC1=CSC=C1)NC(=O)[C@H]1NCCC1